OC1=CC=C(C=2C=CC=NC12)S(=O)(=O)O 8-hydroxyquinoline-5-sulfonic acid